ClC=1C=C(C=CC1N1C=NC=C1)N(CCCCCOCC(=O)O)C1=C(C=CC(=C1)C=1C(=NOC1C)C)C 2-((5-((3-chloro-4-(1H-imidazol-1-yl)phenyl)(5-(3,5-Dimethylisoxazol-4-yl)-2-methylphenyl)amino)n-pentyl)oxy)acetic acid